6,6-difluoro-N-(5-fluoro-2-(methoxy-d3)-6-(trifluoromethyl)pyridin-3-yl)-4,5,6,7-tetrahydro-1H-indole-3-sulfonamide FC1(CCC=2C(=CNC2C1)S(=O)(=O)NC=1C(=NC(=C(C1)F)C(F)(F)F)OC([2H])([2H])[2H])F